4-(2-hydroxyethoxy)-2-methoxyphenol OCCOC1=CC(=C(C=C1)O)OC